tert-butyl (R)-((8-(1H-imidazol-5-yl)chroman-4-yl)methyl)carbamate N1C=NC=C1C=1C=CC=C2[C@@H](CCOC12)CNC(OC(C)(C)C)=O